(2-(4-acetamidophenyl) quinolin-4-yl) methylpropionate CC(C(=O)OC1=CC(=NC2=CC=CC=C12)C1=CC=C(C=C1)NC(C)=O)C